4-(4,4-difluoropiperidin-1-yl)-N-(diphenylmethylene)-1,5-naphthyridin-2-amine FC1(CCN(CC1)C1=CC(=NC2=CC=CN=C12)N=C(C1=CC=CC=C1)C1=CC=CC=C1)F